C(CCCCCCCCC)C1=CC=C(C=CC)C=C1 para-decyl-(methyl)styrene